F[C@H]1[C@](C[C@]2(CN(C(O2)=O)C2=NC=C(N=C2)C(C)(C)O)CC1)(C)CN1C=NC2=C1C=C(C=C2)C#N (((5S,7S,8R)-8-fluoro-3-(5-(2-hydroxy-prop-2-yl)pyrazin-2-yl)-7-methyl-2-oxo-1-oxa-3-azaspiro[4.5]decan-7-yl)methyl)-1H-benzo[d]imidazole-6-carbonitrile